BrC1=CC(=C(C=C1)CC#N)S(=O)(=O)C 2-(4-Bromo-2-(methylsulfonyl)phenyl)acetonitrile